1H-oxazolo[3,4-a]pyrazin-3-one C1OC(N2C1=CN=CC2)=O